P(=O)(O)(O)CN1CCN(CCN(CC1)CP(=O)(O)O)CP(=O)(O)O 1,4,7-tris(phosphonomethyl)-1,4,7-triazacyclononane